1,1,2,2-tetrachloro-1,2-dimethyldisilane Cl[Si]([Si](C)(Cl)Cl)(C)Cl